(R)-2-methyl-3,4-dihydro-2H-[1,4]dioxepino[2,3-b]pyridine-9-carboxylic acid C[C@H]1OC=2C(=NC=CC2C(=O)O)OCC1